C(=O)(O)C(C)(C)C=1N=C(SC1)SCC(=O)NC[C@H]1CN(CCO1)CC1=CC(=C(C=C1)Cl)Cl (2S)-[4-(2-carboxyprop-2-yl)thiazol-2-ylthio]-N-{[4-(3,4-dichlorobenzyl)morpholin-2-yl]methyl}acetamide